C(CCCCCCCCC(=O)N)(=O)N hexamethylenebisacetamide